Ethandial C(C=O)=O